1-(2-(8-chloroimidazo[1,2-a]pyrazin-6-yl)pyridin-4-yl)-N-ethylethan-1-amine ClC=1C=2N(C=C(N1)C1=NC=CC(=C1)C(C)NCC)C=CN2